tri(gamma-aminopropyl)trimethoxysilane disodium [Na].[Na].NCCCC(O[SiH](OC)OC)(CCCN)CCCN